(trans-4-methoxycyclohexyl)-7-methyl-7,9-dihydro-8H-purin-8-one CO[C@@H]1CC[C@H](CC1)C1=NC=C2N(C(NC2=N1)=O)C